Cl.OCC1(CNC1)O 3-(hydroxymethyl)azetidin-3-ol hydrochloride